C(C1CCCO1)OC(C=C)=O.C(C=C)(=O)N1CCOCC1 4-acryloylmorpholine tetrahydrofurfuryl-acrylate